ClC1=C(C=C(C(=N1)I)C[C@@H](C(C)(C)C)NC(OC(C)(C)C)=O)O (S)-tert-butyl (1-(6-chloro-5-hydroxy-2-iodopyridin-3-yl)-3,3-dimethylbutan-2-yl)carbamate